5-(2-chloro-5-fluoro-pyrimidin-4-yl)-2-(4-pyridyl)-4-(trifluoromethyl)thiazole ClC1=NC=C(C(=N1)C1=C(N=C(S1)C1=CC=NC=C1)C(F)(F)F)F